ClC=1C=C2C=C(NC2=CC1OCC=1N=CSC1)CNC(OC(C)C)=O isopropyl ({5-chloro-6-[(1,3-thiazol-4-yl)methoxy]-2-indolyl}methyl)carbamate